BrC1=C(C=C2C(=NC(=NC2=C1F)Cl)N1CC=2N(CCC1)N=C(C2Cl)C(=O)N(C)C)Cl 5-(7-bromo-2,6-dichloro-8-fluoroquinazolin-4-yl)-3-chloro-N,N-dimethyl-5,6,7,8-tetrahydro-4H-pyrazolo[1,5-a][1,4]diazepine-2-carboxamide